ethan-1,2-diyl bis(methylcarbamate) CNC(OCCOC(NC)=O)=O